C1(=CC=CC=C1)N1C(=NC2=C1C=CC=C2)C2=CC(=CC(=C2)C2=NC1=C(N2C2=CC=CC=C2)C=CC=C1)C1=NC2=C(N1C1=CC=CC=C1)C=CC=C2 1,3,5-tri(1-phenyl-1H-benzimidazole-2-yl)benzene